C(CCCCC)C=1C=C2C(=CC(=NC2=CC1)N(CC(=O)O)C)C1=CC=CC=C1 2-[(6-hexyl-4-phenylquinolin-2-yl)(methyl)amino]acetic acid